CC(C)(C)OC1=C(C=C(C=C1)CN1CCN(CC1)C1=CC=C(C=C1)C(F)(F)F)C 2-Methyl-2-(2-methyl-4-((4-(4-(trifluoromethyl)phenyl)piperazin-1-yl)methyl)phenoxy)propane